C(CCC)OC(CCC1CC(CC(C1)CCC(=O)OCCCC)CCC(=O)OCCCC)=O Tri(n-butyl)cyclohexane-1,3,5-tripropionate